[Sn](O)Cl tin chloride hydroxide